dibenzyl-3,6-dioxa-1,8-octanediamine C(C1=CC=CC=C1)C(COCCOCCN)(N)CC1=CC=CC=C1